C(CCCCCCC)C(=O)O.ClC=1C(=CC(=C(C1)S(=O)(=O)NC=1OC=CN1)F)F 5-chloro-2,4-difluoro-N-(oxazol-2-yl)benzenesulfonamide octane-carboxylate